2,3,4,5-tetrahydro-1H-pyrido[4,3-b]indole-2-ium C1[NH2+]CCC=2NC=3C=CC=CC3C21